CCCCCCCCCCCCCCCC(=O)CC(=O)SCCNC(=O)CCNC(=O)[C@@H](C(C)(C)COP(=O)(O)OP(=O)(O)OC[C@@H]1[C@H]([C@H]([C@@H](O1)N2C=NC3=C(N=CN=C32)N)O)OP(=O)(O)O)O The molecule is a 3-oxo-fatty acyl-CoA that results from the formal condensation of the thiol group of coenzyme A with the carboxy group of 3-oxooctadecanoic acid. It has a role as a human metabolite, a Saccharomyces cerevisiae metabolite, an Escherichia coli metabolite and a mouse metabolite. It derives from a coenzyme A and a 3-oxooctadecanoic acid. It is a conjugate acid of a 3-oxooctadecanoyl-CoA(4-).